C(C1=CC=CC=C1)S(=O)(=O)NC(C1=CC=C(C=C1)N1CCN(CC1)CC1=C(C=CC=C1)C=1C=[N+](C=C(C1)O)C)=O N-benzylsulfonyl-4-[4-[[2-(5-hydroxy-1-methylpyridin-1-ium-3-yl)phenyl]methyl]piperazin-1-yl]benzamide